2-(1,3-dimethyl-1H-pyrazol-4-yl)-N-(5-(2-(3,3-dimethyl-azetidin-1-yl)acetamido)-2-methylpyridin-3-yl)pyrazolo[5,1-b]thiazole-7-carboxamide CN1N=C(C(=C1)C1=CN2C(S1)=C(C=N2)C(=O)NC=2C(=NC=C(C2)NC(CN2CC(C2)(C)C)=O)C)C